Cl.FC1=CC(=CC2=CN(N=C12)C)C1=CC=2C(=NN(C2)[C@@H]2CNCC2)S1 7-fluoro-2-methyl-5-{2-[(3S)-pyrrolidin-3-yl]thieno[2,3-c]pyrazol-5-yl}indazole hydrochloride